N-[(5-Chlorothiophen-2-yl)methyl]-4-methyl-3-[1-(morpholin-4-carbonyl)piperidin-4-yl]-1H-pyrazol-5-amin ClC1=CC=C(S1)CNC1=C(C(=NN1)C1CCN(CC1)C(=O)N1CCOCC1)C